C(CCCCCCCCCCC)(=O)OCC(O)COC(CCCCCCCCCCC)=O glycerol 1,3-dilaurate